C(C)OC1=C(N)C=CC(=C1)B1OC(C(O1)(C)C)(C)C 2-Ethoxy-4-(4,4,5,5-tetramethyl-1,3,2-dioxaborolan-2-yl)aniline